Cl.ClC=1C(=C(C=CC1)C[C@@H]1NCC([C@@H]1[N-]S(=O)(=O)C1CC1)(F)F)F N-{(2S,3R)-2-[(3-chloro-2-fluorophenyl)methyl]-4,4-difluoropyrrolidin-3-yl}cyclopropanesulfonyl-amide hydrochloride